N-[3-(2-methoxyphenyl)-1-[[2-(trimethylsilyl)ethoxy]methyl]pyrazolo[3,4-b]pyridin-6-yl]cyclopropanecarboxamide COC1=C(C=CC=C1)C1=NN(C2=NC(=CC=C21)NC(=O)C2CC2)COCC[Si](C)(C)C